methyl 3-((2-aminohex-4-en-1-yl) oxy)-4-chloro-5-nitrobenzoate NC(COC=1C=C(C(=O)OC)C=C(C1Cl)[N+](=O)[O-])CC=CC